CC1(OB(OC1(C)C)CCC1COCCCN1C(=O)OC(C)(C)C)C tert-butyl 3-(2-(4,4,5,5-tetramethyl-1,3,2-dioxaborolan-2-yl) ethyl)-1,4-oxazepane-4-carboxylate